S1C=C(C=C1)C#N (E)-3-thiophenecarbonitrile